2-(2,4-dichlorophenyl)-5-(1H-pyrazolo[3,4-b]pyridin-4-yl)-1-{[2-(trimethylsilyl)ethoxy]methyl}-1H-pyrrole-3-carbonitrile ClC1=C(C=CC(=C1)Cl)C=1N(C(=CC1C#N)C1=C2C(=NC=C1)NN=C2)COCC[Si](C)(C)C